spiro[fluorene-9,8'-indolo[3,2,1-de]acridin]-2-yl-boronic acid C1=CC=CC2=C1N1C3=C2C=CC=C3C3(C=2C=CC=CC12)C1=CC=CC=C1C=1C=CC(=CC13)B(O)O